C1(=CC=CC=C1)C1=C(C=CC(=C1)NS(=O)(=O)C)S(=O)(=O)N phenyl-4-methylsulfonylamino-benzenesulfonamide